C(CC1=C(C(=CC2=CC=CC=C12)C(=O)[O-])O)C1=C(C(=CC2=CC=CC=C12)C(=O)[O-])O ethylene-bis-(2-hydroxy-3-naphthoate)